1,3,5-trimethoxy-2,4,6-trimethylbenzene COC1=C(C(=C(C(=C1C)OC)C)OC)C